BrC1=CC=C2C(=N1)C=C(N2)C2CC2 5-bromo-2-cyclopropyl-1H-pyrrolo[3,2-b]pyridine